C(C)(=O)OC(C)OC(=O)ON1C(CC(CC1(CC)CC)=CC(=O)[O-])(CC)CC 2-(1-(((1-acetoxyethoxy)carbonyl)oxy)-2,2,6,6-tetraethylpiperidin-4-ylidene)acetate